N-(4-Aminophenethyl)-6-fluoroquinolin-4-amine NC1=CC=C(CCNC2=CC=NC3=CC=C(C=C23)F)C=C1